phenyl (5-(tert-butyl)-3-(dimethylphosphoryl)-2-methoxyphenyl)-carbamate C(C)(C)(C)C=1C=C(C(=C(C1)NC(OC1=CC=CC=C1)=O)OC)P(=O)(C)C